C(C)(C)(C)OC(=O)N1CC2OCCNC2C1 hexahydropyrrolo[3,4-b][1,4]oxazine-6(2H)-carboxylic acid tert-butyl ester